C1(=CC=CC=C1)N=NC1=C(C=CC2=CC=CC=C12)O 1-(Phenyldiazenyl)naphthalen-2-ol